(2-(Isoquinolin-6-yl)ethyl)carbamic acid tert-butyl ester C(C)(C)(C)OC(NCCC=1C=C2C=CN=CC2=CC1)=O